N1=NC(=NN=C1C1=CC=C(C=C1)CN(C(OC(C)(C)C)=O)CCF)C1=CC=C(C=C1)CN(C(OC(C)(C)C)=O)CCF Di-tert-butyl (((1,2,4,5-tetrazine-3,6-diyl)bis(4,1-phenylene))bis(methylene))bis((2-fluoroethyl) carbamate)